NC1=NN(C=2CN(CCC21)CCO)C(=O)C2CCNC1=C(C=CC=C21)C (3-amino-6-(2-hydroxyethyl)-4,5,6,7-tetrahydro-1H-pyrazolo[3,4-c]pyridin-1-yl)(8-methyl-1,2,3,4-tetrahydro-quinolin-4-yl)methanone